3-(2-(2,4-dioxotetrahydropyrimidin-1(2H)-yl)-1,3-dioxoisoindolin-4-yl)propyl 4-methylbenzenesulfonate CC1=CC=C(C=C1)S(=O)(=O)OCCCC1=C2C(N(C(C2=CC=C1)=O)N1C(NC(CC1)=O)=O)=O